N-(4-bromo-2,5-difluorophenyl)-6-chloro-1-[2-(2-hydroxyethoxy)ethyl]indole-3-sulfonamide BrC1=CC(=C(C=C1F)NS(=O)(=O)C1=CN(C2=CC(=CC=C12)Cl)CCOCCO)F